(S)-N-(4-(4,4-Difluoro-2-(hydroxymethyl)pyrrolidin-1-yl)-2-methylbenzo[d]thiazol-5-yl)-2-(2-fluoro-6-methoxyphenyl)pyrimidine-4-carboxamide FC1(C[C@H](N(C1)C1=C(C=CC2=C1N=C(S2)C)NC(=O)C2=NC(=NC=C2)C2=C(C=CC=C2OC)F)CO)F